(R,E)-N-(4-((4-([1,2,4]triazolo[1,5-a]pyridin-7-yloxy)-2-methoxy-5-methylphenyl)amino)-7-(2-methoxyethoxy)quinazolin-6-yl)-2-fluoro-3-(1-methylpyrrolidin-2-yl)acrylamide N=1C=NN2C1C=C(C=C2)OC2=CC(=C(C=C2C)NC2=NC=NC1=CC(=C(C=C21)NC(/C(=C\[C@@H]2N(CCC2)C)/F)=O)OCCOC)OC